CC1=NC(=CC=C1N1CCN(CC1)CC=1C=CC=2C=3C(C(NC2C1)=O)=CN(C3)C)C(NC)=O 7-((4-(2-methyl-6-(methylcarbamoyl)pyridin-3-yl)piperazin-1-yl)methyl)-2-methyl-2,5-dihydro-4H-pyrrolo[3,4-c]quinolin-4-one